FC=1C=CC2=C(NC(=N2)C2=NNC3=CC=C(C=C23)C(C(=O)N)=C)C1 3-(6-fluoro-1H-benzoimidazol-2-yl)-1H-indazol-5-yl-acrylamide